[Br-].N(N)C(=O)C1=CC=C(C=C1)C[N+](C)(C)C [4-(hydrazinecarbonyl)phenyl]-N,N,N-trimethyl-methanaminium bromide